N-(2-(2-methyl-1,2,5,6-tetrahydropyridin-3-yl)thieno[2,3-b]pyridin-4-yl)benzo-[d]thiazol-5-amine CC1NCCC=C1C1=CC=2C(=NC=CC2NC=2C=CC3=C(N=CS3)C2)S1